ClC=1N=NC(=CC1[C@H]1[C@@H](C1)CF)C=1C(=NC(=NC1)OC)OC 3-chloro-6-(2,4-dimethoxypyrimidin-5-yl)-4-((1R,2R)-2-(fluoromethyl)cyclopropyl)pyridazine